5-(2-(3-(trifluoromethyl)phenyl)-1H-pyrrolo[2,3-b]pyridin-4-yl)-1H-indazol-3-amine FC(C=1C=C(C=CC1)C1=CC=2C(=NC=CC2C=2C=C3C(=NNC3=CC2)N)N1)(F)F